ethyl 2-[(4-bromo-3-chloro-2-nitrophenyl)[(tert-butoxy)carbonyl]amino]acetate BrC1=C(C(=C(C=C1)N(CC(=O)OCC)C(=O)OC(C)(C)C)[N+](=O)[O-])Cl